(2-methoxy-2-carboxyethyl) thiol COC(CS)C(=O)O